tert-butyl N-[(1RS)-1-(3-fluorophenyl)-2-oxo-2-(thiazol-2-ylamino)ethyl]carbamate FC=1C=C(C=CC1)[C@H](C(NC=1SC=CN1)=O)NC(OC(C)(C)C)=O |r|